(maleimido)-2,2,6,6-tetramethylpiperidine oxide C1(C=CC(N1[N+]1(C(CCCC1(C)C)(C)C)[O-])=O)=O